ClC=1C=NN(C1C(NC1=NC=C(C=C1C)C#CC1=CC=CC=C1)=O)C1CCN(CC1)C(=O)OC(C)(C)C tert-butyl 4-(4-chloro-5-((3-methyl-5-(phenylethynyl)pyridin-2-yl)carbamoyl)-1H-pyrazol-1-yl)piperidine-1-carboxylate